(Z)-8-((3'-(2-fluoro-2-(4-formyl-3-methoxyphenyl)vinyl)-2,2'-dimethyl-[1,1'-biphenyl]-3-yl)amino)-1,7-naphthyridine-3-carbaldehyde F\C(=C/C=1C(=C(C=CC1)C1=C(C(=CC=C1)NC=1N=CC=C2C=C(C=NC12)C=O)C)C)\C1=CC(=C(C=C1)C=O)OC